4-chloro-6-cyclopropyl-5-(2,2-difluoroethyl)pyrimidin-2-amine ClC1=NC(=NC(=C1CC(F)F)C1CC1)N